6-[(2S)-2-aminobutyl]-2-chloro-5-fluoro-N-[(thiophen-2-yl)methyl]-7H-pyrrolo[2,3-d]pyrimidin-4-amine N[C@H](CC1=C(C2=C(N=C(N=C2NCC=2SC=CC2)Cl)N1)F)CC